methyl 4-amino-1-(4-(1-hydroxyethyl)-2-methylphenyl)-2-oxo-7-(trifluoromethyl)-1,2-dihydroquinoline-3-carboxylate NC1=C(C(N(C2=CC(=CC=C12)C(F)(F)F)C1=C(C=C(C=C1)C(C)O)C)=O)C(=O)OC